[Al].[Zn].[Ca].[Al] aluminum-calcium-zinc-aluminum